Racemic-methyl 7-(tert-butyl)-8-hydroxy-2-methoxy-3-(3-methoxypropoxy)-10-oxo-6,7,10,11-tetrahydrooxepino[3,2-b:4,5-b']dipyridine-9-carboxylate C(C)(C)(C)[C@H]1COC=2C(=NC(=C(C2)OCCCOC)OC)C=2NC(C(=C(C21)O)C(=O)OC)=O |r|